FC1(SC2=C(O1)C(=C(C(=C2F)F)F)F)F perfluoro-benzo1,4-oxathiolane